C1CCC2=C(C=3CCCC3C=C12)NC(=O)NS(=O)(=O)C1=CC2=C(O1)C1CCC(C2=NO)CC1 N-((1,2,3,5,6,7-hexahydro-s-indacen-4-yl)carbamoyl)-4-(hydroxyimino)-5,6,7,8-tetrahydro-4H-5,8-ethanocyclohepta[b]furan-2-sulfonamide